1-(2-aminoethylamino)-3-(isononyloxy)propan-2-ol NCCNCC(COCCCCCCC(C)C)O